C(C)(C)(C)OC(N[C@@H](CC1=CC=C(C=C1)NS(=O)(=O)O)C=1SC=C(N1)C1=CC=CC=C1)=O [1-(S)-(phenylthiazol-2-yl)-2-(4-sulfoaminophenyl)ethyl]-carbamic acid tert-butyl ester